C[Si](CCOCN1C=NC(=C1)C(=O)OC)(C)C methyl 1-((2-(trimethylsilyl) ethoxy)methyl)-1H-imidazole-4-carboxylate